ClC=1C(=CC(=C(C(=O)NC2=CC(=NC=C2)S(N[C@@H]2CN(CC2)CCF)(=O)=O)C1)OC1=C(C=C(C=C1)F)C)C(F)(F)F (S)-5-chloro-2-(4-fluoro-2-methylphenoxy)-N-(2-(N-(1-(2-fluoroethyl)pyrrolidin-3-yl)sulfamoyl)pyridin-4-yl)-4-(trifluoromethyl)benzamide